C(#N)C=1C=CC(=NC1)N[C@@H]1CC[C@H](CC1)N(C(=O)NC1=CC=CC=C1)C1=CC=C(C=C1)C=1C=NN(C1)C 1-(trans-4-((5-cyanopyridin-2-yl)amino)cyclohexyl)-1-(4-(1-methyl-1H-pyrazol-4-yl)phenyl)-3-phenylurea